[5-[4-[1-[4-[(3-amino-1-bicyclo[1.1.1]pentanyl)methoxy]phenyl]-1-methyl-ethyl]-2-chloro-6-cyano-phenoxy]-3,3-difluoro-pentyl] 4-methylbenzenesulfonate CC1=CC=C(C=C1)S(=O)(=O)OCCC(CCOC1=C(C=C(C=C1C#N)C(C)(C)C1=CC=C(C=C1)OCC12CC(C1)(C2)N)Cl)(F)F